NC=1C=2N(C3=CC(=C(C=C3N1)Cl)C(=O)N([C@@H]1COCC3=CC(=CC=C13)C(F)(F)F)C)C=NC2 (S)-4-amino-7-chloro-N-methyl-N-(7-(trifluoromethyl)isochroman-4-yl)imidazo[1,5-a]quinoxaline-8-carboxamide